NC=1SC2=C(N1)C(=C(C(=C2)C=2C(=C(C(=O)N)C=CC2NS(=O)(=O)[C@@H](CO)C)N2CCC1(CC1)CC2)F)N2CCC(CC2)(F)F [2-Amino-4-(4,4-difluoropiperidin-1-yl)-5-fluoro-1,3-benzothiazol-6-yl]-2-{6-azaspiro[2.5]octane-6-yl}-4-[(2R)-1-hydroxypropane-2-sulfonylamino]benzamide